ClC=1C(=CC=2N(C1)N=CN2)C=2CCN(CC2)S(=O)(=O)C2=CN=C(N2C)C 6-chloro-7-(1-((1,2-dimethyl-1H-imidazol-5-yl)sulfonyl)-1,2,3,6-tetrahydropyridin-4-yl)-[1,2,4]triazolo[1,5-a]pyridine